3-((trimethylsilanyl)ethynyl)piperidine-1-carboxylic acid tert-butyl ester C(C)(C)(C)OC(=O)N1CC(CCC1)C#C[Si](C)(C)C